C(#N)C=1C=C(C=CC1F)NC(=O)C1=C(N(C(=C1C)C(C(NC1(COC1)C(F)(F)F)=O)=O)C)C (3-cyano-4-fluorophenyl)-1,2,4-trimethyl-5-(2-oxo-2-((3-(trifluoromethyl)oxetan-3-yl)amino)acetyl)-1H-pyrrole-3-carboxamide